tolylalcohol C=1(C(=CC=CC1)O)C